5-(2-Fluorocyclopropyl)-N-((1R,3r,5S)-8-((piperidin-4-ylmethyl)sulfonyl)-8-azabicyclo[3.2.1]octan-3-yl)isoxazole-3-carboxamide FC1C(C1)C1=CC(=NO1)C(=O)NC1C[C@H]2CC[C@@H](C1)N2S(=O)(=O)CC2CCNCC2